(4-(4-amino-7-(cyanomethyl)-7H-pyrrolo[2,3-d]pyrimidin-5-yl)phenyl)-3-(5-tert-butyl-isoxazol-3-yl)urea NC=1C2=C(N=CN1)N(C=C2C2=CC=C(C=C2)NC(=O)NC2=NOC(=C2)C(C)(C)C)CC#N